4-(2-(3,5-dimethoxyphenoxy)pyridin-3-yl)-2-(methylthio)pyrimidine COC=1C=C(OC2=NC=CC=C2C2=NC(=NC=C2)SC)C=C(C1)OC